C(C)N1[C@@H](CNCC1)C (R)-4-ethyl-3-methylpiperazin